talo-heptulose OCC(=O)[C@@H](O)[C@@H](O)[C@@H](O)[C@H](O)CO